C(C)C1=C(C(=NO1)C1=CC=CC=C1)CO (5-Ethyl-3-phenylisoxazol-4-yl)methanol